6-[(E)-but-2-enyl]-2-methyl-4-[4-(pyrrolidine-1-carbonyl)phenyl]-1H-pyrrolo[2,3-c]pyridin-7-one C(\C=C\C)N1C(C2=C(C(=C1)C1=CC=C(C=C1)C(=O)N1CCCC1)C=C(N2)C)=O